3-methylpiperazine-1-carboxylic acid tert.Butyl ester C(C)(C)(C)OC(=O)N1CC(NCC1)C